Methyl 2-methylpyridine-4-carboxylate CC1=NC=CC(=C1)C(=O)OC